ClC=1C=C2C=NN(C2=CC1N1CCN(CC1)CCC#N)C=1C=NN(C1)C1CC1 3-(4-(5-chloro-1-(1-cyclopropyl-1H-pyrazol-4-yl)-1H-indazol-6-yl)piperazin-1-yl)propanenitrile